FC=1C=C2C(=C(/C(/C2=CC1)=C/C1=CC=C(C=C1)CCOC1=CC=C(C=C1)F)C)CC(=O)O (Z)-2-(5-fluoro-1-(4-(2-(4-fluorophenoxy)ethyl)benzylidene)-2-methyl-1H-inden-3-yl)acetic acid